COC1(CN(CC1=O)C(=O)OC(C)(C)C)C(F)(F)F tert-butyl 3-methoxy-4-oxo-3-(trifluoromethyl)pyrrolidine-1-carboxylate